7-AminoQuinoline NC1=CC=C2C=CC=NC2=C1